[C@@H]12OC[C@@H](N(C1)C=1SC3=C(N1)C=CC(=C3C(=O)N[C@@H]3[C@H]1CC[C@@H]([C@@H]3C(NC3=CC(=C(C=C3)F)C(F)(F)F)=O)C1)OC)C2 2-((1S,4S)-2-Oxa-5-azabicyclo[2.2.1]heptan-5-yl)-N-((1S,2R,3S,4R)-3-((4-fluoro-3-(trifluoromethyl)phenyl)carbamoyl)bicyclo[2.2.1]heptan-2-yl)-6-methoxybenzo[d]thiazole-7-carboxamide